Potassium-Sodium Hydroxide [OH-].[Na+].[K+].[OH-]